COC=1C=C(C=C(C1)OC)NC1=NN2C(C=C(C=C2)C2=C(C=NC(=C2)C)OC2CCC(CC2)O)=C1 (1r,4r)-4-((4-(2-((3,5-dimethoxyphenyl)amino)pyrazolo[1,5-a]pyridin-5-yl)-6-methylpyridin-3-yl)oxy)cyclohexan-1-ol